tert-Butyl 3-[[1-[4-[[5-chloro-4-[[5-(methanesulfonamido)quinoxalin-6-yl]amino]pyrimidin-2-yl]amino]-2-ethyl-5-methoxyphenyl]-4-piperidyl]-methyl-amino]propanoate ClC=1C(=NC(=NC1)NC1=CC(=C(C=C1OC)N1CCC(CC1)N(CCC(=O)OC(C)(C)C)C)CC)NC=1C(=C2N=CC=NC2=CC1)NS(=O)(=O)C